tert-butyl (3-((6-methoxy-5-methyl-4-oxo-4,5-dihydro-3H-pyridazino[4,5-b]indol-3-yl)methyl)phenyl)carbamate COC1=CC=CC=2C3=C(N(C12)C)C(N(N=C3)CC=3C=C(C=CC3)NC(OC(C)(C)C)=O)=O